O=C1NCCC(N1COCC[Si](C)(C)C)=O 2,4-dioxo-3-((2-(trimethylsilyl)ethoxy)methyl)tetrahydropyrimidin